(aminomethyl)-2-methyl-8-oxa-2,5-diazaspiro[3.5]Nonane-5-carboxylic acid tert-butyl ester C(C)(C)(C)OC(=O)N1C2(CN(C2CN)C)COCC1